(S)-(4-(difluoromethyl)-2-(2-fluoropropan-2-yl)oxazol-5-yl)(4-(4-(trifluoromethyl)pyrazolo[1,5-a]pyridin-2-yl)-6,7-dihydro-1H-imidazo[4,5-c]pyridin-5(4H)-yl)methanone FC(C=1N=C(OC1C(=O)N1[C@@H](C2=C(CC1)NC=N2)C2=NN1C(C(=CC=C1)C(F)(F)F)=C2)C(C)(C)F)F